5-bromo-2-(1-methylpyrrolidin-3-yl)-1,3-Benzothiazole BrC=1C=CC2=C(N=C(S2)C2CN(CC2)C)C1